(R)-amino-N-[5,6-dihydro-2-(1-methyl-1H-pyrazol-4-yl)-6-oxo-1H-pyrrolo[4,3,2-ef][2,3]benzodiazepin-8-yl]-cyclohexaneacetamide CN1C=C(C=N1)C2=C3C=NNC(=O)C4=C3C(=CC(=C4)NC(=O)[C@@H](C5CCCCC5)N)N2